C1(=CC=CC=C1)C1=NC(=NC(=N1)C1=CC=CC=C1)C1=C(C=CC=C1)C1=C(C(=NC(=C1N1C2=C(C=3C=CC=CC13)C=NC=C2)N2C1=C(C=3C=CC=CC23)C=NC=C1)N1C2=C(C=3C=CC=CC13)C=NC=C2)N2C1=C(C=3C=CC=CC23)C=NC=C1 5,5',5'',5'''-(4-(2-(4,6-diphenyl-1,3,5-triazin-2-yl)phenyl)pyridine-2,3,5,6-tetrayl)tetrakis(5H-pyrido[4,3-b]indole)